N-{3-[4-(6-ethoxypyridin-3-yl)-6-oxo-1,6-dihydropyrimidin-2-yl]-2-fluoro-4-(trifluoromethyl)benzyl}isobutyramide C(C)OC1=CC=C(C=N1)C=1N=C(NC(C1)=O)C=1C(=C(CNC(C(C)C)=O)C=CC1C(F)(F)F)F